CC1=NC=CC(=C1N1C(N=C(C2=CC=C(C=C12)C(F)(F)F)NCC#C)=O)C 1-(2,4-dimethylpyridin-3-yl)-4-(prop-2-yn-1-ylamino)-7-(trifluoromethyl)quinazolin-2(1H)-one